N=1C=CN2C1C=CC(=C2)OCC21COC(C2)(C1)CNC=1C=2C=CN=C(C2C=CC1)N 5-N-[[4-(Imidazo[1,2-a]pyridin-6-yloxymethyl)-2-oxabicyclo[2.1.1]hexan-1-yl]methyl]isoquinoline-1,5-diamine